N',N'-Diethyl-oxamide C(C)N(C(C(N)=O)=O)CC